CNC1=NC2=CC=CC=C2C(=N1)N1CC2(C1)CCNCC2 2-(2-(methylamino)quinazolin-4-yl)-2,7-diazaspiro[3.5]nonan